3-(6-oxo-1'-((4,5,6,7-tetrahydropyrazolo[1,5-a]pyridin-3-yl)methyl)-6,8-dihydro-2H,7H-spiro[furo[2,3-e]isoindole-3,4'-piperidin]-7-yl)piperidine-2,6-dione O=C1N(CC2=C3C(=CC=C12)C1(CCN(CC1)CC=1C=NN2C1CCCC2)CO3)C3C(NC(CC3)=O)=O